N-[[6-(2-tert-butyl-5-methyl-pyrazole-3-carbonyl)-6-azaspiro[2.5]octan-2-yl]methyl]furo[2,3-c]pyridine-2-carboxamide C(C)(C)(C)N1N=C(C=C1C(=O)N1CCC2(C(C2)CNC(=O)C2=CC=3C(=CN=CC3)O2)CC1)C